4-bromo-2-carbamoyl-5-[(1-methylpiperidin-4-yl)amino]furo[2,3-c]pyridine-7-carboxylic acid BrC1=C2C(=C(N=C1NC1CCN(CC1)C)C(=O)O)OC(=C2)C(N)=O